C(CCCCCCCCCCCCCCC)OC(C(C(=O)N)(CCCOC)CC(O)CO)(CCCCCCCCCCC)CCC cetyloxy-propyl-glyceryl-methoxypropyl-myristamide